COC[C@@]1(N2[C@H](C[C@H](C1=O)CC2)C)COP(=O)(OC2=CC=CC=C2)N[C@@H](CC2=CC=CC=C2)C(=O)OC(C)C isopropyl ((((1S,2R,4R,6S)-2-(methoxymethyl)-6-methyl-3-oxoquinuclidin-2-yl)methoxy)(phenoxy)phosphoryl)-L-phenylalaninate